diethyl ((3-bromo-5-(1-((tert-butylsulfinyl)amino)-2,2,2-trifluoroethyl)-7-(4,4,4-trifluorobutoxy)benzo[b]thiophen-2-yl)difluoromethyl)phosphonate BrC=1C2=C(SC1C(F)(F)P(OCC)(OCC)=O)C(=CC(=C2)C(C(F)(F)F)NS(=O)C(C)(C)C)OCCCC(F)(F)F